C(OCOC1=C2N(N=CC1=O)[C@H]([C@@H]1N(C2=O)CCC1)[C@H](C1=CC=C(C=C1)F)C1=C(C(=CC=C1)F)F)(OC(C)C)=O (((9aR,10S)-10-((R)-(2,3-difluorophenyl)(4-fluorophenyl)methyl)-3,5-dioxo-3,5,8,9,9a,10-hexahydro-7H-pyrrolo[1',2':4,5]pyrazino[1,2-b]pyridazin-4-yl)oxy)methyl isopropyl carbonate